C(#N)C1CN(C1)S(=O)(=O)N1CC(N(CC1)C)C(=O)N1[C@H](CCC1)C(=O)NCC1=CC=C(C=C1)C(F)(F)F (2R)-1-(4-((3-cyanoazetidin-1-yl)sulfonyl)-1-methylpiperazine-2-carbonyl)-N-(4-(trifluoromethyl)benzyl)pyrrolidine-2-carboxamide